N4-[6-(5-chloro-2-fluorophenyl)-2H,3H,4H-pyrido[3,2-b][1,4]-oxazin-8-yl]pyridine-3,4-diamine ClC=1C=CC(=C(C1)C=1C=C(C=2OCCNC2N1)NC1=C(C=NC=C1)N)F